(RS)-5-chloro-pyridine ClC=1C=CC=NC1